5-ethoxy-1,3,4-oxadiazole-2-acetic acid ethyl ester C(C)OC(CC=1OC(=NN1)OCC)=O